NC1=C2N=CN(C2=NC(=N1)F)[C@H]1C[C@@H]([C@@](O1)(C#C)CO[P@](=O)(OC1=CC=CC=C1)N[C@@H](CC1=CC=CC=C1)C(=O)OCC(CCCCCC)CCCCCC)O 2-Hexyloctyl ((S)-(((2R,3S,5R)-5-(6-amino-2-fluoro-9H-purin-9-yl)-2-ethynyl-3-hydroxytetrahydrofuran-2-yl) methoxy)(phenoxy)phosphoryl)-L-phenylalaninate